5-pentyl-3-tri(propan-2-yl)silyloxyphenol C(CCCC)C=1C=C(C=C(C1)O)O[Si](C(C)C)(C(C)C)C(C)C